OC1=C(C(=O)N(CCC)C2=CC=C(C=C2)N2CCOCC2)C=C(C(=C1)O)C(C)C 2,4-dihydroxy-5-isopropyl-N-(4-morpholinylphenyl)-N-propylbenzamide